FC(/C=C/[N+](=O)[O-])(F)F (1E)-3,3,3-trifluoro-1-nitroprop-1-ene